tert-butyl 4-[7-(1-methylpyrazol-4-yl)imidazo[1,2-c]pyrimidin-5-yl]oxyazepane-1-carboxylate CN1N=CC(=C1)C1=CC=2N(C(=N1)OC1CCN(CCC1)C(=O)OC(C)(C)C)C=CN2